N-[5-[(5-tert-butyl-1,3-oxazol-2-yl)methylsulfanyl]-1,3-thiazol-2-yl]piperidine-4-carboxamide C(C)(C)(C)C1=CN=C(O1)CSC1=CN=C(S1)NC(=O)C1CCNCC1